C(C)C=1C(=CC=NC1)C(=O)O 5-ethyl-pyridine-4-carboxylic acid